(Z)-N'-((5-(difluoromethyl)-1-methyl-1H-pyrazole-3-carbonyl)oxy)-1-(2-fluoro-5-methylphenyl)cyclopropane-1-carboximidamide FC(C1=CC(=NN1C)C(=O)O\N=C(/N)\C1(CC1)C1=C(C=CC(=C1)C)F)F